ClC1=CC=C(C(=C1CC(=O)NC1=CC(=C2C=CN=C(C2=C1)OC)S(N)(=O)=O)O)F 2-(6-chloro-3-fluoro-2-hydroxyphenyl)-N-(1-methoxy-5-sulfamoylisoquinolin-7-yl)acetamide